ClC=1N=C(C2=C(N1)C=CC=N2)NC2(COCC2)C 2-Chloro-N-(3-methyltetrahydrofuran-3-yl)pyrido[3,2-d]pyrimidin-4-amine